tert-butyl (tert-butoxycarbonyl)(7-(6-chloropyrazin-2-yl)-[1,2,4]triazolo[1,5-a]pyridin-2-yl)carbamate C(C)(C)(C)OC(=O)N(C(OC(C)(C)C)=O)C1=NN2C(C=C(C=C2)C2=NC(=CN=C2)Cl)=N1